Cl.NC1=CC=CC=C1 aniline-HCl